Methyl (R)-3-(4-(((tert-butoxycarbonyl)amino)methyl)phenyl)-2-propionamidopropanoate C(C)(C)(C)OC(=O)NCC1=CC=C(C=C1)C[C@H](C(=O)OC)NC(CC)=O